(3Z,9Z,6S,7R)-6,7-epoxy-octadecadienoic acid C(\C=C/C=C[C@H]1[C@@H](CCCCCCCCCCC)O1)(=O)O